C(C)OC(CCC1=CC(=CC=C1)CC=1NC(=CC1)Br)=O 3-(3-((5-bromo-1H-pyrrol-2-yl)methyl)phenyl)propanoic acid ethyl ester